(E)-2-acetyl-3-phenylbut-2-enenitrile C(C)(=O)\C(\C#N)=C(/C)\C1=CC=CC=C1